(S)-6-Ethyl-3-((3-(3-(2-(N-methylvinylsulfonamido)propanamido)prop-1-yn-1-yl)phenyl)amino)-5-((tetrahydro-2H-pyran-4-yl)amino)pyrazine-2-carboxamide C(C)C1=C(N=C(C(=N1)C(=O)N)NC1=CC(=CC=C1)C#CCNC([C@H](C)N(S(=O)(=O)C=C)C)=O)NC1CCOCC1